O1C=COC=C1N [1,4]dioxin-6-amine